2-(4-(trifluoromethyl)phenyl)ethan-1-one FC(C1=CC=C(C=C1)CC=O)(F)F